ClC1=NC(=CC(=C1)C(F)(F)[C@@H]1OCCOC1)Cl 2,6-dichloro-4-[[(2R)-1,4-dioxan-2-yl]-difluoro-methyl]pyridine